ethoxy-5-[(2R)-2-ethyl-4-[4-(trifluoromethyl)bicyclo[2.2.2]octane-1-carbonyl]piperazin-1-yl]-N-[(3R)-1-methylpyrrolidin-3-yl]-[2,3'-bipyridine]-6-carboxamide C(C)OC=1C(=NC(=C(C1)N1[C@@H](CN(CC1)C(=O)C12CCC(CC1)(CC2)C(F)(F)F)CC)C(=O)N[C@H]2CN(CC2)C)C=2C=NC=CC2